racemic-tropic acid C([C@@H](CO)C1=CC=CC=C1)(=O)O |r|